(S)-2-((8-amino-7-fluoro-6-(7-hydroxy-6,7-dihydro-5H-cyclopenta[c]pyridin-4-yl)isoquinolin-3-yl)amino)-6-isopropyl-5,6-dihydro-4H-pyrazolo[1,5-d][1,4]diazepin-7(8H)-one NC=1C(=C(C=C2C=C(N=CC12)NC1=NN2CC(N(CCC2=C1)C(C)C)=O)C=1C2=C(C=NC1)[C@H](CC2)O)F